hydroxy-5-phenylpentanamidine OC(C(=N)N)CCCC1=CC=CC=C1